C1(=CC=CC=C1)SC1=CC=CC=C1 Diphenyl-thioether